3-[6-[[(3S,4S)-1-tert-butoxycarbonyl-4-fluoro-pyrrolidin-3-yl]amino]-2-pyridyl]imidazo[1,2-a]pyridine-7-carboxylic acid C(C)(C)(C)OC(=O)N1C[C@@H]([C@H](C1)F)NC1=CC=CC(=N1)C1=CN=C2N1C=CC(=C2)C(=O)O